C(CCCCCCCCCCC)C(C(N)(CCCCCCCCCCCC)CCCCCCCCCCCC)N tris(dodecyl)ethane-1,2-diamine